C(C)(C)C(C(=O)O)CCCCCCCCCCCC.C(C)(C)OC(CCCCCCCCCCCCC)=O.OC=1C=C(C(=O)NC(C2=C(C=C(C(=C2)O)CC(=O)O)O)=O)C=CC1O N-(3,4-Dihydroxybenzoyl)4-carboxymethyl-2,5-dihydroxybenzamid isopropyl-Myristate (isopropyl-Myristate)